(R)-6-(5-Methylpyridin-2-yl)-N-(1-(2-(trifluoromethyl)pyrimidin-5-yl)ethyl)pyrido[3,2-d]pyrimidin-4-amine CC=1C=CC(=NC1)C=1C=CC=2N=CN=C(C2N1)N[C@H](C)C=1C=NC(=NC1)C(F)(F)F